(S)-(4-(3-(5-chloropyridin-2-yloxy)pyrrolidin-1-yl)biphenyl-3-yl)methanol ClC=1C=CC(=NC1)O[C@@H]1CN(CC1)C1=C(C=C(C=C1)C1=CC=CC=C1)CO